(3R,4S)-3-fluoro-2,2,6,6-tetramethyl-piperidin-4-ol F[C@@H]1C(NC(C[C@@H]1O)(C)C)(C)C